FC1(CC(C1)C(=O)NC1=CC=2C(C=3N=C(N=CC3C2C=C1)C(F)(F)F)=O)F 3,3-difluoro-N-(9-oxo-2-(trifluoromethyl)-9H-indeno[2,1-d]pyrimidin-7-yl)cyclobutane-1-carboxamide